ClC(=CCC(C(=O)OC)(C(=O)OC)CC(C)C)C dimethyl 2-(3-chloro-2-butenyl)-2-isobutyl-malonate